chloro-N,3,4-trimethoxy-N-methylbenzamide ClC1=C(C(=O)N(C)OC)C=CC(=C1OC)OC